C(CCC1=CC=CC=C1)(=O)OCC Ethyl Hydrocinnamate